CN(C(C)=O)CC1=CC=C(C=C1)[N+](=O)[O-] N-methyl-N-(4-nitrobenzyl)acetamide